COC1=C(C=C2C(=NC=NC2=C1)C=1C(=NN(C1)C(F)(F)F)C1=CC=CC=C1)[N+](=O)[O-] 7-methoxy-6-nitro-4-[3-phenyl-1-(trifluoromethyl)-1H-pyrazol-4-yl]quinazoline